4-(6-chloro-8-fluoro-2-(((2R)-2-fluorotetrahydro-1H-pyrrolizin-7a(5H)-yl)methoxy)-4-(2,5-diazaspiro[3.5]nonan-2-yl)quinazolin-7-yl)-7-fluorobenzo[d]thiazol-2-amine ClC=1C=C2C(=NC(=NC2=C(C1C1=CC=C(C2=C1N=C(S2)N)F)F)OCC21CCCN1C[C@@H](C2)F)N2CC1(C2)NCCCC1